Methylvinylcarbinol CC=CCO